O1CCN(CC1)C(C[C@H](C(N[C@@H](CCCC1=CC=CC=C1)B1OC(C(O1)(C)C)(C)C)=O)NC(=O)C1CCCCC1)=O N-((R)-4-morpholino-1,4-dioxo-1-(((R)-4-phenyl-1-(4,4,5,5-tetramethyl-1,3,2-dioxaborolan-2-yl)butyl)amino)butan-2-yl)cyclohexanecarboxamide